O1CCC(CC1)OC=1C=CC(=NC1)C(=O)NCC(=O)O 2-{[5-(oxan-4-yloxy)pyridin-2-yl]formamido}acetic acid